ON1[C@@H]2C=C([C@H](N(C1=O)C2)C(=O)NCCNS(=O)(=O)C)C (2S,5R)-6-hydroxy-N-[2-(methanesulfonamido)-ethyl]-3-methyl-7-oxo-1,6-diazabicyclo[3.2.1]oct-3-ene-2-carboxamide